2-fluoro-1,5-dimethyl-3-nitro-benzene FC1=C(C=C(C=C1[N+](=O)[O-])C)C